ClC1=C2N=C(C=NC2=CC=C1OC=1C(=C(C(=CC1)N)N)F)C=1C=NN(C1)C1OCCCC1 ((5-chloro-3-(1-(tetrahydro-2H-pyran-2-yl)-1H-pyrazol-4-yl)quinoxalin-6-yl)oxy)-3-fluorobenzene-1,2-diamine